1,7-dimethyl-9H-carbazole-3-formaldehyde CC1=CC(=CC=2C3=CC=C(C=C3NC12)C)C=O